CN(CCN1N=CC2=C(C=C(C=C12)C(=O)N)C1=NN=C(N1)C1=CC(=NN1CC)C)C 1-[2-(dimethylamino)ethyl]-4-[5-(1-ethyl-3-methyl-1H-pyrazol-5-yl)-4H-1,2,4-triazol-3-yl]-1H-indazole-6-carboxamide